C(CCC)C1=CC=C2C3=C1C(N(C3=CC=C2S(=O)(=O)N)CC)=O n-butyl-1-ethyl-2-oxo-1,2-dihydrobenzo[cd]indole-6-sulfonamide